FC=1C=C(C=CC1C=1N=C2SC3=C(N2C1)C=C(C(=C3)C(NC3CCN(CC3)C)=O)OC)[C@@H]3N(C[C@@H](C3)O)C(=O)OC(C)(C)C tert-butyl (cis)-2-(3-fluoro-4-(6-methoxy-7-((1-methylpiperidin-4-yl)carbamoyl)benzo[d]imidazo[2,1-b]thiazol-2-yl)phenyl)-4-hydroxypyrrolidine-1-carboxylate